N1CCC12CC(C2)N2C(N(C1=NC(=NC=C1C2)NC2=CC=C(C=C2)N2CCN(CC2)C)C)=O 3-(1-azaspiro[3.3]heptane-6-yl)-1-methyl-7-[4-(4-methylpiperazin-1-yl)anilino]-4H-pyrimido[4,5-d]pyrimidin-2-one